iron-boron-iron-boron [B].[Fe].[B].[Fe]